3-(2-(2-(4-(1-propenoyl-1,2,5,6-tetrahydropyridin-3-yl)-1H-pyrazol-1-yl)propanamido)-5-(trifluoromethyl)pyrimidin-4-yl)-5,6-difluoro-1H-indole-1-carboxylic acid tert-butyl ester C(C)(C)(C)OC(=O)N1C=C(C2=CC(=C(C=C12)F)F)C1=NC(=NC=C1C(F)(F)F)NC(C(C)N1N=CC(=C1)C=1CN(CCC1)C(C=C)=O)=O